[Pd+2].C(C1=CC=CC=C1)S(=O)(=O)[O-].C(C1=CC=CC=C1)S(=O)(=O)[O-] toluenesulfonate palladium (II)